FC1(CC(C1)(CC1=NN=CN1C)C=1C=C(C=CC1)N1C(C2=CC(=CC(=C2C1)C(F)(F)F)CN1[C@H](CN(CC1)C)CC)=O)F (S)-2-(3-(3,3-difluoro-1-((4-methyl-4H-1,2,4-triazol-3-yl)methyl)cyclobutyl)phenyl)-6-((2-ethyl-4-methylpiperazin-1-yl)methyl)-4-(trifluoromethyl)isoindolin-1-one